5-cyclopropyl-2-((1-phenylisoquinolin-6-yl)amino)nicotinic acid C1(CC1)C=1C=NC(=C(C(=O)O)C1)NC=1C=C2C=CN=C(C2=CC1)C1=CC=CC=C1